S1C(NC(C1)=O)=O thiazolidin-2,4-dione